BrC=1C=C(C(=NC1)F)N1N=C(C=CC1=O)C(=O)N[C@H](C)C1=C(C(=CC=C1)C(F)(F)F)F 1-(5-Bromo-2-fluoro-3-pyridyl)-N-[(1R)-1-[2-fluoro-3-(trifluoromethyl)phenyl]ethyl]-6-oxo-pyridazine-3-carboxamide